2-methoxy-5-(4-(4-(3-(methylsulfonyl)acryloyl)piperazin-1-yl)quinazolin-6-yl)pyridin COC1=NC=C(C=C1)C=1C=C2C(=NC=NC2=CC1)N1CCN(CC1)C(C=CS(=O)(=O)C)=O